(±)-N-(5-chloro-2-fluoro-4-(trifluoromethyl)phenyl)-3-oxo-3,5,6,7,8,9-hexahydro-2H-6,9-methanocyclohepta[c]pyridazine-10-carboxamide ClC=1C(=CC(=C(C1)NC(=O)C1C2CC=3C(=NNC(C3)=O)C1CC2)F)C(F)(F)F